6-bromo-2-cyclohexyl-1-(2-methoxyethyl)-1H-benzo[d]imidazole BrC=1C=CC2=C(N(C(=N2)C2CCCCC2)CCOC)C1